C/C(/C(=O)OCC)=C\C(=O)OCC diethyl (2E)-2-methyl-2-butenedioate